trans-methyl 2-(3-aminophenyl)cyclopropane-1-carboxylate NC=1C=C(C=CC1)[C@H]1[C@@H](C1)C(=O)OC